Methyl 3-(3-(4-hydroxy-phenyl)-2-methoxycarbonyl-acrylamido)-benzoate OC1=CC=C(C=C1)C=C(C(=O)NC=1C=C(C(=O)OC)C=CC1)C(=O)OC